ClC=1C=C(C=CC1F)[C@H](NC(=O)N1[C@@H](C(NCC1)=O)C)C1CCC2(CC2(F)F)CC1 (2R)-N-((R)-(3-chloro-4-fluorophenyl)(trans-1,1-difluorospiro[2.5]octan-6-yl)methyl)-2-methyl-3-oxopiperazine-1-carboxamide